phenyl-2-(4-hydroxybenzoyl)dibenzothiophenium bromid [Br-].C1(=CC=CC=C1)C1=C(C=CC=2[SH+]C3=C(C21)C=CC=C3)C(C3=CC=C(C=C3)O)=O